C(C)OC(=C)C1=NC(=NC(=C1C(=O)OCC)N1CCOCCC1)SC ethyl 4-(1-ethoxyvinyl)-2-methylsulfanyl-6-(1,4-oxazepan-4-yl)pyrimidine-5-carboxylate